C1(CC1)N1N=CC(=C1)[C@H]1CN(C[C@H](O1)C)C=1N=CC2=C(N1)N=C(S2)N [(2S,6R)-2-(1-cyclopropylpyrazol-4-yl)-6-methyl-morpholin-4-yl]thiazolo[4,5-d]pyrimidin-2-amine